C(C1=CC=CC=C1)OC1=C(N(N=C1C)CCC)C=1N(C(=NN1)C=1C=C(N2C1C=NC(=C2)C)C(=O)NCC2=C(C=C(C=C2)OC)OC)CC2=CC=C(C=C2)OC 8-[5-(4-benzyloxy-5-methyl-2-propyl-pyrazol-3-yl)-4-[(4-methoxyphenyl)methyl]-1,2,4-triazol-3-yl]-N-[(2,4-dimethoxyphenyl)methyl]-3-methyl-pyrrolo[1,2-a]pyrazine-6-carboxamide